N,N-dimethyl-3-((6-methyl-2-(3-(naphthalen-2-yl)ureido)pyrimidin-4-yl)amino)propanamide CN(C(CCNC1=NC(=NC(=C1)C)NC(=O)NC1=CC2=CC=CC=C2C=C1)=O)C